CC(CCCC)OC1=CC2=C(C3=CC=CC=C3N=C2C=C1)C1=CC=CC=C1 2-(2-hexyloxy)-9-phenylacridine